3H,4H,5H,7H-furo[3,4-d]pyrimidin-4-one N1=CNC(C2=C1COC2)=O